5-(2-chlorophenoxy)-6-fluoro-3-(p-tolylamino)-4H-benzo[e][1,2,4]thiadiazine 1,1-dioxide ClC1=C(OC2=C(C=CC3=C2NC(=NS3(=O)=O)NC3=CC=C(C=C3)C)F)C=CC=C1